ClC1=C(C=C(C(=N1)NC=1C(=NC=CC1C)C(C)C)C(C(C(=O)OCC)[N+](=O)[O-])=O)F Ethyl 3-(6-chloro-5-fluoro-2-((2-isopropyl-4-methylpyridin-3-yl) amino) pyridin-3-yl)-2-nitro-3-oxopropionate